(4-amino-2-(((2S)-bicyclo[2.2.1]heptan-2-yl)amino)thiazol-5-yl)(3,4,5-trimethoxyphenyl)methanone NC=1N=C(SC1C(=O)C1=CC(=C(C(=C1)OC)OC)OC)N[C@@H]1C2CCC(C1)C2